2,6-diethyl-9,10-bis(methoxycarbonyloxy)anthracene C(C)C1=CC2=C(C3=CC=C(C=C3C(=C2C=C1)OC(=O)OC)CC)OC(=O)OC